4,4-dimethylglutaric anhydride CC1(CCC(=O)OC1=O)C